ClC=1C(=C(SC1)NC(C)=O)C(=O)OC methyl 4-chloro-2-acetamidothiophene-3-carboxylate